[S].FC1=CC=2N(C=C1)N=CC2C(=O)NC2=C(C=CC(=C2)C2=NOC(=N2)[C@@H]2[C@H](C2)F)C 5-fluoro-N-[5-[5-[(1R,2S)-2-fluorocyclopropyl]-1,2,4-oxadiazol-3-yl]-2-methyl-phenyl]pyrazolo[1,5-a]pyridine-3-carboxamide sulfur